3-benzoyl-2-oxoindoline C(C1=CC=CC=C1)(=O)C1C(NC2=CC=CC=C12)=O